The molecule is a monocarboxylic acid comprising propionic acid having a 2-(trifluoromethyl)phenyl group at the 3-position. It is a monocarboxylic acid and a member of (trifluoromethyl)benzenes. It derives from a propionic acid. C1=CC=C(C(=C1)CCC(=O)O)C(F)(F)F